1-(6-chloropyridin-3-yl)piperidin ClC1=CC=C(C=N1)N1CCCCC1